2,5-dimethoxy-1,1'-biphenyl COC1=C(C=C(C=C1)OC)C1=CC=CC=C1